ClC1=C(C(=O)/C(=C\N(C)C)/OC2=C(C#N)C=CC=C2)C=CC(=C1)SC ((E)-1-(2-Chloro-4-methylsulfanyl-benzoyl)-2-(dimethylamino)vinyloxy)benzonitrile